C(C(=C)C)(=O)OCC(CCCCCCCCCCCCCCC)C 2-methylheptadecyl methacrylate